bis(pentafluorobenzoyloxy)iodine FC1=C(C(=C(C(=C1C(=O)OIOC(C1=C(C(=C(C(=C1F)F)F)F)F)=O)F)F)F)F